N-(2,3-Dihydro-1,4-benzoxazin-4-yl)-3-(2-hydroxypropan-2-yl)-6-methyl-7-(2,3,5-trifluorophenyl)pyrazolo[3,2-b][1,3]thiazole-2-carboxamide O1CCN(C2=C1C=CC=C2)NC(=O)C2=C(N1C(S2)=C(C(=N1)C)C1=C(C(=CC(=C1)F)F)F)C(C)(C)O